tert-butyl 8-hydroxy-8-((methylthio)methyl)-5-azaspiro[2.5]octane-5-carboxylate OC1(CCN(CC12CC2)C(=O)OC(C)(C)C)CSC